ethyl 3-bromo-2-methyl-imidazo[1,2-a]pyrazine-6-carboxylate BrC1=C(N=C2N1C=C(N=C2)C(=O)OCC)C